3-(3-Chloro-2-methyl-anilino)-2-[3-[(5,5-dimethyl-1,4-dioxan-2-yl)methoxy]-4-pyridinyl]-1,5,6,7-tetrahydropyrrolo[3,2-c]pyridin-4-one ClC=1C(=C(NC2=C(NC3=C2C(NCC3)=O)C3=C(C=NC=C3)OCC3OCC(OC3)(C)C)C=CC1)C